2-(7-((1S,6S)-2,5-diazabicyclo[4.2.0]octan-2-yl)-6-ethyl-2-methyl-8-oxopyrido[2,3-b]thiazolo[4,5-e]pyrazin-5(8H)-yl)-N-(2-chloro-4-(trifluoromethyl)phenyl)acetamide trifluoroacetate FC(C(=O)O)(F)F.[C@H]12N(CCN[C@H]2CC1)C=1C(C=2C(=NC3=C(N2)N=C(S3)C)N(C1CC)CC(=O)NC1=C(C=C(C=C1)C(F)(F)F)Cl)=O